C(=O)[O-].C(C)(C)(C)NC(NC1=NC2=NC(=CC=C2C=C1C=1C=C(OCCCNC(=[NH2+])N)C=CC1OC)NCCCCC)=O 1-(3-(3-(2-(3-(tert-butyl)ureido)-7-(pentylamino)-1,8-naphthyridin-3-yl)-4-methoxyphenoxy)propyl)guanidinium formate